NC1=C2C=C(C=NC2=C(C(=C1)Cl)C(=O)O)Cl 5-amino-3,7-dichloroquinoline-8-carboxylic acid